C(#N)C=1C=C(C=NC1)C=1C(=NN(C1C(=O)O)C=1SC(=C(N1)C1=CC(=C(C=C1)Cl)Cl)SC(C)C)C 4-(5-cyanopyridin-3-yl)-1-(4-(3,4-dichlorophenyl)-5-(isopropylthio)thiazol-2-yl)-3-methyl-1H-pyrazole-5-carboxylic acid